(S)-N-(2-hydroxypropyl)-N-methyl-4-(2-(5-methyl-2-(2-morpholinoethyl)-1,2,3,4-tetrahydroisoquinolin-7-yl)-5-toluenesulfonyl-5H-pyrrolo[2,3-b]pyrazin-7-yl)benzamide O[C@H](CN(C(C1=CC=C(C=C1)C1=CN(C2=NC=C(N=C21)C2=CC(=C1CCN(CC1=C2)CCN2CCOCC2)C)S(=O)(=O)CC2=CC=CC=C2)=O)C)C